5-iodo-deoxyuridine IC=1C(NC(N([C@H]2C[C@H](O)[C@@H](CO)O2)C1)=O)=O